FC(OC1=CC(=C(C=C1)C1=NN=C(C(N1C)=O)N[C@H]1CN(CCC1)CC)O)F 3-[4-(Difluorometh-oxy)-2-hydroxy-phenyl]-6-[[(3R)-1-ethyl-3-piperidyl]amino]-4-methyl-1,2,4-triazin-5-one